bis-(butoxyethyl) terephthalate C(C1=CC=C(C(=O)OCCOCCCC)C=C1)(=O)OCCOCCCC